NC=1NC(C=2N(C(N(C2N1)[C@@H]1O[C@@H]([C@H]([C@H]1O)F)CO)=O)CCCC#N)=O 4-(2-Amino-9-((2R,3S,4S,5R)-4-fluoro-3-hydroxy-5-(hydroxymethyl)tetrahydrofuran-2-yl)-6,8-dioxo-1,6,8,9-tetrahydro-7H-purin-7-yl)butanenitril